FC(C(=O)O)(F)F.NCC=1N=C(C=2N(C1)C=C(N2)N)C 6-(aminomethyl)-8-methyl-imidazo[1,2-a]pyrazin-2-amine 2,2,2-trifluoroacetate